tert-butyl 6,8-dioxo-2-azaspiro[3.5]nonane-2-carboxylate O=C1CC2(CN(C2)C(=O)OC(C)(C)C)CC(C1)=O